C(CCC)(=O)ON1C(CCC1=O)=O succinimidyl butanoate